C(=C)SC1=CC=CC=C1 phenyl (vinyl) sulfide